butyl (9-(4-((4-(2-(2-(aminooxy)acetamido)ethyl)piperidin-1-yl)methyl)benzyl)-2-butoxy-8-oxo-8,9-dihydro-7H-purin-6-yl)carbamate NOCC(=O)NCCC1CCN(CC1)CC1=CC=C(CN2C3=NC(=NC(=C3NC2=O)NC(OCCCC)=O)OCCCC)C=C1